1-cyclopropyl-4-methyl-1,2,3-triazole C1(CC1)N1N=NC(=C1)C